C1(=CC=CC=C1)C1=C(S(=O)(=O)N)C=CC(=C1)N 2-phenylsulfanilamide